NC1=NC=2C=NC(=CC2C2=C1C=NN2C)C(=O)N([C@@H]2COC1=C2C=CC(=C1)S(F)(F)(F)(F)F)C 4-amino-N,1-dimethyl-N-((3S)-6-(pentafluoro-lambda6-sulfanyl)-2,3-dihydro-1-benzofuran-3-yl)-1H-pyrazolo[4,3-c][1,7]naphthyridine-8-carboxamide